C(C)(C)(C)OC(=O)N1CCN(CC1)C1=NC=CC(=C1)C=1C(=C(C=C(C1)C(F)(F)F)C1=CC(=C(C=C1)N1C(N(CC1)C)=O)Cl)OC 4-(4-(3'-chloro-2-methoxy-4'-(3-methyl-2-oxoimidazolidin-1-yl)-5-(trifluoromethyl)-[1,1'-biphenyl]-3-yl)pyridin-2-yl)piperazine-1-carboxylic acid tert-butyl ester